2-(5-mercapto-1,3,4-oxadiazol-2-yl)piperidine-1-carboxylic acid tert-butyl ester C(C)(C)(C)OC(=O)N1C(CCCC1)C=1OC(=NN1)S